CC=1C(=NN(C1)CC(F)(F)F)[N+](=O)[O-] 4-Methyl-3-nitro-1-(2,2,2-trifluoroethyl)-1H-pyrazole